14-hydroxy-4,6,8,10,12-pentamethylpentadecyl ethoxymethyl ether C(C)OCOCCCC(CC(CC(CC(CC(CC(C)O)C)C)C)C)C